C1OCC12CC(C2)NC(CCCCCC(=O)OC(C)CCCCCCCCCC)CCCCCCCC(=O)OC(CCCCCCCC)CCCCCCCC 1-(dodecan-2-yl) 15-(heptadecan-9-yl) 7-((2-oxaspiro[3.3]heptan-6-yl)amino)pentadecanedioate